CNCCC (methylamino)propan